C(C1=CC=CC=C1)N(C1=NC=2N(C(=C1)C=1C=NNC1)N=C(C2)C(=O)NC2=CC(=CC=C2)C(F)(F)F)C 5-(benzyl(methyl)amino)-7-(1H-pyrazol-4-yl)-N-(3-(trifluoromethyl)phenyl)pyrazolo[1,5-a]pyrimidine-2-carboxamide